(R)-N-[(R)-[(2S)-3,4-dihydro-2H-pyran-2-yl]-phenyl-methyl]-2-methyl-propane-2-sulfinamide O1[C@@H](CCC=C1)[C@H](N[S@](=O)C(C)(C)C)C1=CC=CC=C1